3-Methoxy-5-((4-methoxybenzyl)thio)-1-(4-(trifluoromethyl)benzyl)-1H-indazole COC1=NN(C2=CC=C(C=C12)SCC1=CC=C(C=C1)OC)CC1=CC=C(C=C1)C(F)(F)F